2-(3,4-Dichlorobenzoyl)-9-[(4-methoxyphenyl)methyl]-1,2,3,4,8,9-hexahydropyrido[4',3':3,4]-pyrazolo[1,5-a]pyrazin-10(7H)-one ClC=1C=C(C(=O)N2CC=3C(=NN4C3C(N(CC4)CC4=CC=C(C=C4)OC)=O)CC2)C=CC1Cl